ClC=1C=C2C(=CC1)NC(C21CCN(CC1)CCOC1=CC2=C(N(C(OC2)=O)C2CC(C2)(C)O)N=C1)=O 5-chloro-1'-[2-({2-oxo-1-[(cis)-3-hydroxy-3-methylcyclobutyl]-1H,2H,4H-pyrido[2,3-d][1,3]oxazin-6-yl}oxy)ethyl]-1,2-dihydrospiro[indole-3,4'-piperidin]-2-one